ClC=1N=C(N(C1)C(=O)NCCCC(F)(F)F)OC1CCN(CC1)C 4-Chloro-2-((1-methylpiperidin-4-yl)oxy)-N-(4,4,4-trifluorobutyl)-1H-imidazole-1-carboxamide